1-((3-cyclopropylpyridin-2-yl)methyl)-3-((1r,4r)-4-(2,6-difluorophenyl)cyclohexyl)-7-methyl-1,8-naphthyridin-2(1H)-one C1(CC1)C=1C(=NC=CC1)CN1C(C(=CC2=CC=C(N=C12)C)C1CCC(CC1)C1=C(C=CC=C1F)F)=O